3-chloro-5-(4-chloro-1H-pyrazol-1-yl)-6-(2,6-difluoro-4-methoxyphenyl)-1-ethylpyridin-2(1H)-one ClC=1C(N(C(=C(C1)N1N=CC(=C1)Cl)C1=C(C=C(C=C1F)OC)F)CC)=O